ClC1=C(C(=CC=C1Cl)O)[C@H]1C[C@H]2CC(CC(N2C1)=O)C=1C=NNC1 (2R,8aR)-2-(2,3-dichloro-6-hydroxyphenyl)-7-(1H-pyrazol-4-yl)-hexahydro-1H-indolizin-5-one